C(#N)C1(CC1)C=1C(=CN2C=C(C=C(C12)F)C1CC(OCC1)(C)C)C(=O)O 1-(1-cyanocyclopropyl)-6-(2,2-dimethyltetrahydro-2H-pyran-4-yl)-8-fluoroindolizine-2-carboxylic acid